4-methoxy-6-(5-methyl-2,5-diazaspiro[3.4]oct-2-yl)-N'-{4-(1-methylindol-3-yl)pyrimidin-2-yl}benzene-1,3-diamine COC1=C(C=C(C(=C1)N1CC2(C1)N(CCC2)C)N)NC2=NC=CC(=N2)C2=CN(C1=CC=CC=C21)C